C(OC(C)C)(OCCC(F)(F)F)=O isopropyl (3,3,3-trifluoropropyl) carbonate